N-((6S,7S)-6-((2,3'-difluoro-[1,1'-biphenyl]-3-yl)methyl)-5-azaspiro[2.4]heptan-7-yl)-1-fluoromethanesulfonamide hydrochloride Cl.FC1=C(C=CC=C1C[C@@H]1NCC2(CC2)[C@@H]1NS(=O)(=O)CF)C1=CC(=CC=C1)F